AMINODIHYDROPHTHALAZINEDIONE C1=CC=C2C(=C1)C(=O)NN(C2=O)N